C1(CCCCCC1)[C@@H](C(=O)NC1=CC=C(C=C1)C[C@H](C(=O)N1CCN(CC1)C)NC(OC(C)(C)C)=O)NC(=O)C1=CC=NN1CC tert-butyl ((R)-3-(4-((S)-2-cycloheptyl-2-(1-ethyl-1H-pyrazole-5-carboxamido) acetamido)phenyl)-1-(4-methylpiperazin-1-yl)-1-oxopropan-2-yl)carbamate